2-bromo-4,5-dichloro-1-{[2-(trimethylsilyl)ethoxy]methyl}imidazole BrC=1N(C(=C(N1)Cl)Cl)COCC[Si](C)(C)C